(1S,2R,3R,4R)-1-((2R)-2-((4R,5R)-2-(3,5-dichlorophenyl)-5-hydroxy-1,3-dioxan-4-yl)-2-hydroxyethyl)-3,4-dihydroxy-2-(hydroxymethyl)pyrrolidin-1-ium iron [Fe+2].ClC=1C=C(C=C(C1)Cl)C1OC[C@H]([C@H](O1)[C@@H](C[NH+]1[C@@H]([C@H]([C@@H](C1)O)O)CO)O)O